NC1=C(C=CC(=C1)OC(F)(F)F)C=CC(=O)OCC Ethyl 3-(2-amino-4-(trifluoromethoxy)phenyl)acrylate